imidazo[1,2-a]Pyridine-6-amine N=1C=CN2C1C=CC(=C2)N